6-amino-7-(1-benzofuran-5-yl)-2-{[2-fluoro-4-(methylsulfonyl)phenyl]amino}-9-isopropyl-7,9-dihydro-8H-purine-8-one NC1=C2N(C(N(C2=NC(=N1)NC1=C(C=C(C=C1)S(=O)(=O)C)F)C(C)C)=O)C=1C=CC2=C(C=CO2)C1